C(C=C)(=O)OCC1OCC1 acryloyloxymethyl-oxetane